4-hydroxyphenethyl (3R,6S)-3-benzyl-6-methyl-8-((S)-4-methyl-1-oxo-1-(phenethylamino)pentan-2-yl)-4,7-dioxohexahydropyrazino[2,1-c][1,2,4]oxadiazine-1(6H)-carboxylate C(C1=CC=CC=C1)[C@@H]1C(N2C(N(O1)C(=O)OCCC1=CC=C(C=C1)O)CN(C([C@@H]2C)=O)[C@H](C(NCCC2=CC=CC=C2)=O)CC(C)C)=O